methoxyphenyl phosphate P(=O)(OC1=C(C=CC=C1)OC)([O-])[O-]